3-([1,2,4]TRIAZOLO[1,5-A]PYRIDIN-7-YL)-4-CYCLOPROPYL-N-(2-(TRIFLUOROMETHYL)PYRIDIN-4-YL)ISOTHIAZOLE-5-CARBOXAMIDE N=1C=NN2C1C=C(C=C2)C2=NSC(=C2C2CC2)C(=O)NC2=CC(=NC=C2)C(F)(F)F